N-(6-amino-5-methyl-3-pyridyl)-2-[(2R,5S)-5-methyl-2-[1-(1H-pyrazol-3-yl)pyrazol-4-yl]-1-piperidyl]-2-oxo-acetamide NC1=C(C=C(C=N1)NC(C(=O)N1[C@H](CC[C@@H](C1)C)C=1C=NN(C1)C1=NNC=C1)=O)C